1-tert-butyl-5-fluoropyrazole-4-carboxylic acid propyl ester C(CC)OC(=O)C=1C=NN(C1F)C(C)(C)C